8-Methyl-5,6-dihydro-1,7-naphthyridine CC1=NCCC=2C=CC=NC12